N1N=CC=C1CC1(CNC1)O 3-[(1H-pyrazol-5-yl)methyl]azetidin-3-ol